[Br-].C(C1=CC=CC=C1)(=O)NC(CCC[N+]1=CC=CC=C1)CCCCCCCC 4-benzoylaminododecylpyridinium bromide